N-(5-fluoro-4-(7-fluoro-3-cyclopropyl-2-methyl-benzimidazole-5-yl)pyrimidin-2-yl)-5,6,7,8-tetrahydro-1,6-naphthyridin FC=1C(=NC(=NC1)N1CC=CC=2CNCCC12)C1=CC2=C(N=C(N2C2CC2)C)C(=C1)F